1-(6-bromo-3-chloro-2-fluorophenyl)ethanol BrC1=CC=C(C(=C1C(C)O)F)Cl